(1R,2S,6R)-2-(4-((R*)-1,1-dioxidotetrahydrothiophen-3-yl)phenyl)-6-((2-fluoro-4-(trifluoromethyl)phenyl)carbamoyl)cyclohexane-1-carboxylic acid O=S1(C[C@H](CC1)C1=CC=C(C=C1)[C@@H]1[C@H]([C@@H](CCC1)C(NC1=C(C=C(C=C1)C(F)(F)F)F)=O)C(=O)O)=O |o1:3|